(2S,3S)-3-(4-bromothiazol-2-yl)-2-((tert-butoxycarbonyl)amino)-3-(2,2-difluoroethoxy)propionic acid BrC=1N=C(SC1)[C@H]([C@@H](C(=O)O)NC(=O)OC(C)(C)C)OCC(F)F